2-(2-((8-amino-5-azaspiro[2.5]octan-5-yl)sulfonyl)ethyl)isoindoline-1,3-dione NC1CCN(CC12CC2)S(=O)(=O)CCN2C(C1=CC=CC=C1C2=O)=O